ClC=1C=CC(=C(C(=O)NC2=CC(=NC(=C2)Cl)Cl)C1)O 5-chloro-N-(2,6-dichloro-4-pyridinyl)-2-hydroxybenzoamide